FC1=C(C(=CC=C1)F)C1=CC(=C(C=N1)C(=O)N)NC1=NC=C(C=C1)N1CCOCC1 6-(2,6-difluorophenyl)-4-(5-morpholinopyridine-2-yl)aminopyridine-3-carboxamide